CC1=C(C=2N(C=C1C1=C(C=3N=C(SC3N1)C1CCC(CC1)N1CC3(COC3)C1)C(C)C)N=CN2)C 6-(4-(5-(7,8-dimethyl-[1,2,4]triazolo[1,5-a]pyridin-6-yl)-6-isopropyl-4H-pyrrolo[3,2-d]thiazol-2-yl)cyclohexyl)-2-oxa-6-azaspiro[3.3]heptane